phosphorus nitrogen manganese [Mn].[N].[P]